CC1=C(CS(=O)(=O)C2=CC3=C(S\C(\C(N3)=O)=C/C3=CC=C(C=C3)OC)C=C2)C(=CC=C1)C (Z)-6-((2,6-dimethylbenzyl)sulfonyl)-2-(4-methoxybenzylidene)-2H-benzo[b][1,4]thiazin-3(4H)-one